2-(2-(Tert-butyl)-5-oxopyrazolo[1,5-a]pyrido[3,2-e]pyrimidin-4(5H)-yl)-N-(5-fluoropyridin-2-yl)acetamide C(C)(C)(C)C1=NN2C(N(C(C3=C2N=CC=C3)=O)CC(=O)NC3=NC=C(C=C3)F)=C1